4-bromo-N-(1H-indol-3-yl)isoindoline-2-carboxamide BrC1=C2CN(CC2=CC=C1)C(=O)NC1=CNC2=CC=CC=C12